NCC[Si](OC)(OC)OC 2-aminoethyl-(trimethoxysilane)